C(C=C)(=O)OC(COC(CCCCCCCCCCCCCCCCC)=O)CO glycerol monostearate monoacrylate